methyl (Z)-2-(4-hydroxy-3-(3-fluorophenyl)-2-buten-1-yl)-2-methylbenzoate OC\C(=C/CC1(C(C(=O)OC)C=CC=C1)C)\C1=CC(=CC=C1)F